{(11Z)-11-[3-(dimethylamino)propylidene]-6,11-dihydrodibenzo[b,e]oxepin-2-yl}acetic acid CN(CC\C=C\1/C2=C(OCC3=C1C=CC=C3)C=CC(=C2)CC(=O)O)C